3,5-Bis(trifluoromethyl)benzamide FC(C=1C=C(C(=O)N)C=C(C1)C(F)(F)F)(F)F